CC1=NC2=CC=C(C=C2N=C1C)C(C)N1C[C@@H](N(C[C@H]1C)C=1C=2C(N(C(C1)=O)C)=CN(N2)C2OCCCC2)C 7-((2S,5R)-4-(1-(2,3-dimethylquinoxalin-6-yl)ethyl)-2,5-dimethylpiperazin-1-yl)-4-methyl-2-(tetrahydro-2H-pyran-2-yl)-2,4-dihydro-5H-pyrazolo[4,3-b]pyridin-5-one